tert-butyl ((1S,2S)-4-(((S)-(3-chloro-2,6-difluorophenyl)(4-fluorobicyclo[2.2.1]heptan-1-yl)methyl)carbamoyl)-2-hydroxycyclopentyl)carbamate ClC=1C(=C(C(=CC1)F)[C@H](C12CCC(CC1)(C2)F)NC(=O)C2C[C@@H]([C@H](C2)NC(OC(C)(C)C)=O)O)F